diethyl-naphthalene-1-amine C(C)C=1C(=C(C2=CC=CC=C2C1)N)CC